C1(=CC=CC=C1)C1(C2=CC=CC=C2C=2C=C(C=CC12)B(O)O)C1=CC=CC=C1 9,9-diphenylfluorene-3-boronic acid